NC[C@H](C(=O)OC)NC(C1=C(C=C(C=C1)NC=1C=2N(C=CN1)C(=CN2)C2=C(C(=C(C=C2)OC)F)F)CC)=O methyl (2R)-3-amino-2-[[4-[[3-(2,3-difluoro-4-methoxyphenyl)imidazo[1,2-a]pyrazin-8-yl]amino]-2-ethylbenzoyl]amino]propanoate